ClC1=C(C=CC=C1F)N1N=CC(=C1C(F)(F)F)C(=O)O 1-(2-chloro-3-fluorophenyl)-5-(trifluoromethyl)-1H-pyrazole-4-carboxylic acid